ClC1=NC(=NC(=C1C(C)C)C1=C(C=CC=C1)C(C)C)NS(=O)(=O)C=1C=NN(C1)C N-[4-chloro-5-isopropyl-6-(2-isopropylphenyl)pyrimidin-2-yl]-1-methyl-pyrazole-4-sulfonamide